N-(5-(cyclopropylmethoxy)-4-((2-(1,1-difluoroethyl)-6-methylpyrimidin-4-yl)amino)pyridin-2-yl)acetamide C1(CC1)COC=1C(=CC(=NC1)NC(C)=O)NC1=NC(=NC(=C1)C)C(C)(F)F